5-butylphenylaminocarbonyl-7-oxo-bicyclo[2.2.1]Hept-2-ene C(CCC)C=1C=CC=C(C1)NC(=O)C12C=CC(CC1)C2=O